Cl.O[C@@H]1C[C@H](NC1)C(=O)OC methyl (2s,4r)-4-hydroxypyrrolidine-2-carboxylate, hydrochloride